(4-(((1r,4r)-4-aminocyclohexyl)amino)-1H-pyrrolo[2,3-b]pyridin-3-yl)(2-chloro-4-phenoxy Phenyl) ketone NC1CCC(CC1)NC1=C2C(=NC=C1)NC=C2C(=O)C2=C(C=C(C=C2)OC2=CC=CC=C2)Cl